tert-butyl (1R,2R,5S)-3-(7-chloro-2-((2,6-dimethyltetrahydro-1H-pyrrolizin-7a(5H)-yl)methoxy)-8-fluoropyrido[4,3-d]pyrimidin-4-yl)-2-methyl-3,8-diazabicyclo[3.2.1]octane-8-carboxylate ClC1=C(C=2N=C(N=C(C2C=N1)N1[C@@H]([C@H]2CC[C@@H](C1)N2C(=O)OC(C)(C)C)C)OCC21CC(CN1CC(C2)C)C)F